3-(4-(4-(((3-aminooxetane-3-yl)methyl)amino)-6-methylquinazolin-2-yl)-1-oxido-2,3,4,5-tetrahydro-1λ4-benzo[f][1,4]thiazepine-1-yl)-1,1-dimethylurea NC1(COC1)CNC1=NC(=NC2=CC=C(C=C12)C)N1CCS(C2=C(C1)C=CC=C2)([O-])NC(N(C)C)=O